6-methyl-5-(9-methyl-2-oxo-2,3,4,5-tetrahydro-1H-benzo[b]azepin-7-yl)-3,6-dihydro-2H-1,3,4-thiadiazin-2-one CC1C(=NNC(S1)=O)C1=CC2=C(NC(CCC2)=O)C(=C1)C